1'-(tert-butyl) 5-methyl 3',6'-dihydro-[2,4'-bipyridine]-1',5(2'H)-dicarboxylate N1=C(C=CC(=C1)C(=O)OC)C=1CCN(CC1)C(=O)OC(C)(C)C